2-bromo-N-((4-(4-fluorophenyl)piperidin-4-yl)methyl)-5-(trifluoromethyl)pyrazolo[1,5-a]pyrimidin-7-amine BrC1=NN2C(N=C(C=C2NCC2(CCNCC2)C2=CC=C(C=C2)F)C(F)(F)F)=C1